(E)-N-(4-(4-chloroanilino)-3-cyano-7-ethoxyquinolin-6-yl)phenylacrylamide ClC1=CC=C(NC2=C(C=NC3=CC(=C(C=C23)NC(C(=C)C2=CC=CC=C2)=O)OCC)C#N)C=C1